C(C)C1=NC=C(C(=C1)C1=C(C=NC(=C1)C)C(=O)NC=1SC(=NN1)OCC1=NC=C(C=C1)C(C)(C)O)OC 2'-ethyl-N-(5-((5-(2-hydroxypropan-2-yl)pyridin-2-yl)methoxy)-1,3,4-thiadiazol-2-yl)-5'-methoxy-6-methyl-[4,4'-bipyridine]-3-carboxamide